CN(C1=NN=C(S1)C1=C(C=C(C=C1)C=1C=NNC1)O)C1CC(NC(C1)(C)C)(C)C 2-(5-(methyl(2,2,6,6-tetramethylpiperidin-4-yl)amino)-1,3,4-thiadiazol-2-yl)-5-(1H-pyrazol-4-yl)phenol